ClC=1C(=NC(=NC1)NC1CCOCC1)C1=CC=C2CN(C(C2=C1)=O)CC(=O)N[C@H](C)C(C)(C)C 2-(6-{5-chloro-2-[(oxacyclohex-4-yl)amino]pyrimidin-4-yl}-1-oxo-2,3-dihydro-1H-isoindol-2-yl)-N-[(2R)-3,3-dimethylbut-2-yl]acetamide